O=C1C(=CC2=C(N=C(N=C2)NC=2C=C3CCNCC3=CC2)N1C(CC)CC)C#N 7-oxo-8-(pentan-3-yl)-2-((1,2,3,4-tetrahydroisoquinolin-6-yl)amino)-7,8-dihydropyrido[2,3-d]pyrimidine-6-carbonitrile